methyl 5-bromobenzofuran-3-carboxylate BrC=1C=CC2=C(C(=CO2)C(=O)OC)C1